4-((1R,4R,5S)-5-((5-cyclopropyl-3-(2,6-dichlorophenyl)isoxazol-4-yl)methoxy)-2-azabicyclo[2.2.1]heptan-2-yl)-3-fluorobenzoic acid C1(CC1)C1=C(C(=NO1)C1=C(C=CC=C1Cl)Cl)CO[C@@H]1[C@H]2CN([C@@H](C1)C2)C2=C(C=C(C(=O)O)C=C2)F